N-[2-chloro-4-(trifluoromethyl)phenyl](5-{4-[(E)-4-(p-methoxyphenyl)-4-oxo-2-butenoyl]-1-piperazinyl}-2-(3,6-dihydro-2H-pyran-4-yl)-6-ethyl-4-oxo-1,3,3a,7-tetraaza-7-indenyl)acetamide ClC1=C(C=CC(=C1)C(F)(F)F)NC(CN1C(=C(C(N2N=C(N=C12)C=1CCOCC1)=O)N1CCN(CC1)C(\C=C\C(=O)C1=CC=C(C=C1)OC)=O)CC)=O